NC1=C(C=C2C(=N1)C=C(N2)CN2C(C1=CC(=CC=C1[C@@]21C(N(CC1)C)=O)F)=O)F (S)-2-((5-amino-6-fluoro-1H-pyrrolo[3,2-b]pyridin-2-yl)methyl)-5-fluoro-1'-methyl-spiro[isoindoline-1,3'-pyrrolidine]-2',3-dione